C(C)NC(=O)NCC1=C(C=CC=C1)SC=1C=CC=2N(C1)C(=NN2)C(C)C 1-ethyl-3-(2-{[3-(1-methylethyl)[1,2,4]triazolo[4,3-a]pyridin-6-yl]sulfanyl}benzyl)urea